N1(N=CC=2C1=CN=CC2)C2=C(CNC1=C3N=CN(C3=NC(=N1)Cl)C(C)C)C=CC=C2 N-(2-(1H-pyrazolo[3,4-c]pyridin-1-yl)benzyl)-2-chloro-9-isopropyl-9H-purin-6-amine